FC(OC1=CC(=C(C=N1)C1=NN(C(C=C1)=O)CC(=O)NCC)F)F 2-(3-(6-(difluoromethoxy)-4-fluoropyridin-3-yl)-6-oxopyridazin-1(6H)-yl)-N-ethylacetamide